C(C)(=O)OCC12OC3(CC3)C(C1)C2 (3-oxaspiro[bicyclo[2.1.1]hexane-2,1'-cyclopropan]-4-yl)methyl acetate